The molecule is a methyl glycoside that is beta-D-Gal-(1->4)-[beta-D-Gal-(1->4)-beta-D-Glc-(1->6)]-beta-D-GlcNAc in which the hydroxy group at position 6 of the galactose residue linked to O-4 of the reducing end glucosyl residue is replaced by an ammoniumyl group and the hydroxy group at the reducing-end anomeric centre is methylated. It contains an azaniumyl group. It derives from a beta-D-Galp-(1->4)-[beta-D-Galp-(1->4)-beta-D-Glcp-(1->6)]-beta-D-GlcpNAc. CC(=O)N[C@@H]1[C@H]([C@@H]([C@H](O[C@H]1OC)CO[C@H]2[C@@H]([C@H]([C@@H]([C@H](O2)CO)O[C@H]3[C@@H]([C@H]([C@H]([C@H](O3)CO)O)O)O)O)O)O[C@H]4[C@@H]([C@H]([C@H]([C@H](O4)C[NH3+])O)O)O)O